1,1-difluoro-N-[2-fluoro-4-[5-[2-[[(3S,5S)-5-fluoro-3-piperidyl]amino]pyrimidin-4-yl]-2-methyl-thiazol-4-yl]oxy-5-methyl-phenyl]methanesulfonamide FC(S(=O)(=O)NC1=C(C=C(C(=C1)C)OC=1N=C(SC1C1=NC(=NC=C1)N[C@@H]1CNC[C@H](C1)F)C)F)F